1,2-cyclohexanedicarboxylic acid didecyl ester C(CCCCCCCCC)OC(=O)C1C(CCCC1)C(=O)OCCCCCCCCCC